S(=O)([O-])OS(=O)[O-].[C+4].S(=O)([O-])OS(=O)[O-] carbon disulfite